CC([C@H](N)C(=O)O)CCC β-methylnorleucine